6-bromo-3-[3-methyl-3-(2-oxa-5-azabicyclo[2.2.2]oct-5-yl)cyclobutyl]pyrrolo[3,2-b]pyridin-2-one BrC1=CC=2C(N=C1)=C(C(N2)=O)C2CC(C2)(N2C1COC(C2)CC1)C